1-(1-methoxyisoquinolin-4-yl)-N-methyl-methylamine COC1=NC=C(C2=CC=CC=C12)CNC